4-(2-fluoro-6-methoxy-3-methylphenyl)-2-(4-methyl-6-(piperazin-1-yl)pyridin-2-yl)-2,3-dihydro-1H-pyrrolo[3,4-c]pyridin-1-one FC1=C(C(=CC=C1C)OC)C1=NC=CC2=C1CN(C2=O)C2=NC(=CC(=C2)C)N2CCNCC2